2,6-dihydropyrazine N1CCN=CC1